3-(5-(((3-((3-amino-5-(4-amino-4-methylpiperidin-1-yl)pyrazin-2-yl)thio)-2-chlorophenyl)amino)methyl)-4-fluoro-1-oxoisoindolin-2-yl)piperidine-2,6-dione NC=1C(=NC=C(N1)N1CCC(CC1)(C)N)SC=1C(=C(C=CC1)NCC=1C(=C2CN(C(C2=CC1)=O)C1C(NC(CC1)=O)=O)F)Cl